C(CCCCCCCCCC)CCCCCC=C(I)F 7-undecylfluoro-1-iodohept-1-ene